C(C)OC=1C(=NC=C(C1)S(=O)(=O)N1CCN(CC1)C)NC1=NNC2=CC(=CC=C12)[C@@H]1C[C@@]12C(NC1=CC=C(C=C21)OC)=O (1R,2S)-2-(3-{[3-ethoxy-5-(4-methylpiperazine-1-sulfonyl)pyridin-2-yl]amino}-1H-indazol-6-yl)-5'-methoxyspiro[cyclopropane-1,3'-indol]-2'(1'H)-one